C(C=C)(=O)OCCCC[Si](OC)(OC)CC acryloyloxybutylethyldimethoxysilane